cis-butenediol C(/C=C\CO)O